Benzyl (2-(2-(dimethylcarbamoyl) phenoxy)ethyl)carbamate CN(C(=O)C1=C(OCCNC(OCC2=CC=CC=C2)=O)C=CC=C1)C